O=C1NC(CCC1N1CC2=CC=C(C=C2C1=O)CNC(OCC1S(CCC1)(=O)=O)=O)=O (1,1-dioxo-1lambda6-thiolan-2-yl)methyl N-{[2-(2,6-dioxopiperidin-3-yl)-3-oxo-2,3-dihydro-1H-isoindol-5-yl]methyl}carbamate